C(C)(=O)O[C@H]1[C@H](O[C@@H]([C@@H]([C@@H]1N=[N+]=[N-])OC(C)=O)COC(C)=O)Cl 2,4,6-tri-O-acetyl-3-azido-3-deoxy-α-D-galactopyranosyl chloride